2-(2-nitrovinyl)furane [N+](=O)([O-])C=CC=1OC=CC1